3-(2-chloro-6-cyano-4-(2-(4-((2-(methylsulfonyl)pyrimidin-4-yl)methoxy)phenyl)propan-2-yl)phenoxy)-2,2-difluoropropyl (2-(2,6-dioxopiperidin-3-yl)-1,3-dioxoisoindolin-5-yl)carbamate O=C1NC(CCC1N1C(C2=CC=C(C=C2C1=O)NC(OCC(COC1=C(C=C(C=C1C#N)C(C)(C)C1=CC=C(C=C1)OCC1=NC(=NC=C1)S(=O)(=O)C)Cl)(F)F)=O)=O)=O